2-(3,5-dimethoxyphenyl)-4-[[4-(2-methoxyphenyl)-1-piperazinyl]carbonyl]-1(2H)-phthalazinone COC=1C=C(C=C(C1)OC)N1C(C2=CC=CC=C2C(=N1)C(=O)N1CCN(CC1)C1=C(C=CC=C1)OC)=O